[Zn].[V].[Mg].[Li].[Ca].[Ag] silver calcium lithium magnesium vanadium zinc